6-tert-butyl-2-chloro-furo[2,3-b]pyrazine C(C)(C)(C)C1=CC=2C(=NC=C(N2)Cl)O1